tributyl(1-ethoxylvinyl)tin C(CCC)[Sn](C(=C)OCC)(CCCC)CCCC